N1C(=NC=C1)C1=CC=C(C=C1)NC(COC=1C=CC=C2C(=NN(C12)C)C1C(NC(CC1)=O)=O)=O N-(4-(1H-imidazol-2-yl)phenyl)-2-((3-(2,6-dioxopiperidin-3-yl)-1-methyl-1H-indazol-7-yl)oxy)acetamide